1-(trimethylsilyl)-1-iodoethane C[Si](C(C)I)(C)C